butyl 1'-((5-((4-(acetamidomethyl)piperidin-1-yl)methyl)-3'-chloro-5'-methyl-[1,1'-biphenyl]-3-yl)methyl)-[4,4'-bipiperidine]-1-carboxylate C(C)(=O)NCC1CCN(CC1)CC=1C=C(C=C(C1)C1=CC(=CC(=C1)C)Cl)CN1CCC(CC1)C1CCN(CC1)C(=O)OCCCC